ClC1=C(C=CC=2C(N([C@H]3C=4N([C@@H](C21)C3)C3=C(N4)C=CC(=C3)C=3C=NC(=NC3)C(C)(C)O)C([2H])([2H])[2H])=O)F (7R,14R)-1-chloro-2-fluoro-11-(2-(2-hydroxypropan-2-yl)pyrimidin-5-yl)-6-(methyl-d3)-6,7-dihydro-7,14-methanobenzo[f]benzo[4,5]imidazo[1,2-a][1,4]diazocin-5(14H)-one